ClC=1C=CC(=C(C1)C1=NNC=C1C=1N=C2C=C(C=NC2=CC1)N1C[C@@H](NCC1)C(=O)NC)F |r| rac-(2R)-4-[6-[3-(5-chloro-2-fluoro-phenyl)-1H-pyrazol-4-yl]-1,5-naphthyridin-3-yl]-N-methyl-piperazine-2-carboxamide